6-(4-(4-cyanophenyl)-5-methoxy-3-methyl-1H-pyrazol-1-yl)pyridine-3-sulfonamide C(#N)C1=CC=C(C=C1)C=1C(=NN(C1OC)C1=CC=C(C=N1)S(=O)(=O)N)C